2-(2-Methyl-2H-tetrazol-5-yl)pyridin-4-amine-4-d1 CN1N=C(N=N1)C1=NC=CC(C1)(N)[2H]